CN1C(N(C2=C1C=C(C=C2)C#CCOCCCCCCOCC#C)C2C(NC(CC2)=O)=O)=O 3-[3-methyl-2-oxo-5-(3-[[6-(prop-2-yn-1-yloxy)hexyl]oxy]prop-1-yn-1-yl)-2,3-dihydro-1H-1,3-benzodiazol-1-yl]piperidine-2,6-dione